(3,5-bis(trifluoromethyl)phenyl)(3-(5-(trifluoromethyl)-1,2,4-oxadiazol-3-yl)-6,7-dihydrothieno[3,2-c]pyridin-5(4H)-yl)methanone FC(C=1C=C(C=C(C1)C(F)(F)F)C(=O)N1CC2=C(CC1)SC=C2C2=NOC(=N2)C(F)(F)F)(F)F